2-(((benzyloxy)carbonyl)amino)-2-(6,6-difluorobicyclo[3.1.0]hexan-3-yl)acetic acid C(C1=CC=CC=C1)OC(=O)NC(C(=O)O)C1CC2C(C2C1)(F)F